FC=1C=C(C=C(C1NC=1C(=C2C(=NC1)SC(=N2)C)[C@H](C)OC)F)[C@@H](C(F)(F)F)N(C(=O)C2CCS(CC2)(=O)=O)C N-{(1S)-1-[3,5-difluoro-4-({7-[(1S)-1-methoxyethyl]-2-methyl[1,3]thiazolo[5,4-b]pyridin-6-yl}amino)phenyl]-2,2,2-trifluoroethyl}-N-methyl-1,1-dioxo-1λ6-thiane-4-carboxamide